CN(C1=CC=C2CN(C(C2=C1F)=O)C1C(NC(CC1)=O)=O)C 3-(6-(dimethylamino)-7-fluoro-1-oxoisoindolin-2-yl)piperidine-2,6-dione